FC1=C(C=C(C=C1)NC(=O)C1=C(N(C(=C1C)C(C(NC1(CCC1)C(F)(F)F)=O)=O)C)C)C N-(4-fluoro-3-methylphenyl)-1,2,4-trimethyl-5-(2-oxo-2-((1-(trifluoromethyl)cyclobutyl)amino)acetyl)-1H-pyrrole-3-carboxamide